Bis(4-methylphenyl) disulfide CC1=CC=C(C=C1)SSC1=CC=C(C=C1)C